2-(4-Hydroxyphenyl)ethylamine OC1=CC=C(C=C1)CCN